C(C)OC1=C(C=CC(=C1)C1=NC=NC(=C1)NCCN1C(=CC2=C(C=CC(=C12)F)OC)C)C1=NOC(N1)=O 3-(2-Ethoxy-4-{6-[2-(7-fluoro-4-methoxy-2-methyl-indol-1-yl)-ethylamino]-pyrimidin-4-yl}-phenyl)-[1,2,4]oxadiazol-5(4H)-on